4-chloro-9-phenyl-1-(triphenylsilyl)-9H-carbazole ClC1=CC=C(C=2N(C3=CC=CC=C3C12)C1=CC=CC=C1)[Si](C1=CC=CC=C1)(C1=CC=CC=C1)C1=CC=CC=C1